N-[1-(1-Methylpyrazol-4-yl)sulfonylpiperidin-4-yl]-4-(2-methyl-1,3-thiazol-5-yl)-5-(trifluoromethyl)pyrimidin-2-amine CN1N=CC(=C1)S(=O)(=O)N1CCC(CC1)NC1=NC=C(C(=N1)C1=CN=C(S1)C)C(F)(F)F